COC(=O)C1=CC2=C(N=CN2C[C@H]2OCC2)S1 (((S)-oxetan-2-yl)methyl)-1H-thieno[2,3-d]imidazole-5-carboxylic acid methyl ester